3,3-Dibutyl-8-methoxy-2-methyl-7-(methylsulfanyl)-5-phenyl-2,3,4,5-tetrahydro-1,2,5-benzothiadiazepine 1,1-dioxide C(CCC)C1(N(S(C2=C(N(C1)C1=CC=CC=C1)C=C(C(=C2)OC)SC)(=O)=O)C)CCCC